FC1(CCN(CC1)CC1=CC=C(C=C1)N(C)CC1=CC=CC=2N(C(N(C21)C)=O)C2C(NC(CC2)=O)=O)F 3-(4-(((4-((4,4-difluoropiperidin-1-yl)methyl)phenyl)(methyl)amino)methyl)-3-methyl-2-oxo-2,3-dihydro-1H-benzo[d]imidazol-1-yl)piperidine-2,6-dione